Methyl 4-(1-(O-(cyclohexylmethyl)-N-((S)-2-((S)-2,2-dimethylcyclopropane-1-carbonyl)-2,6-diazaspiro[3.4]octane-8-carbonyl)-L-threonyl)piperidin-4-yl)benzoate C1(CCCCC1)CO[C@@H]([C@H](NC(=O)[C@@H]1CNCC12CN(C2)C(=O)[C@@H]2C(C2)(C)C)C(=O)N2CCC(CC2)C2=CC=C(C(=O)OC)C=C2)C